tert-butyl 6-fluoro-3-(3-((6-fluoronaphthalen-1-yl)oxy)propyl)-7-(2-methyl-6,7-dihydro-4H-pyrazolo[5,1-c][1,4]oxazin-3-yl)-1H-indole-2-carboxylate FC1=CC=C2C(=C(NC2=C1C=1C(=NN2C1COCC2)C)C(=O)OC(C)(C)C)CCCOC2=CC=CC1=CC(=CC=C21)F